C(C)(C)(C)O[C@H]1[C@@H](C[C@H]2N(CCC3=CC(=C(C=C23)OC)OCC2(CCC2)O)C1)O (2R,3R,11bR)-3-(tert-butoxy)-9-((1-hydroxycyclobutyl)methoxy)-10-methoxy-1,3,4,6,7,11b-hexahydro-2H-pyrido[2,1-a]isoquinolin-2-ol